(2-fluoro-4-(1-isopropyl-4-(trifluoromethyl)-1H-imidazol-2-yl)phenyl)methanol FC1=C(C=CC(=C1)C=1N(C=C(N1)C(F)(F)F)C(C)C)CO